2-(2-(2-fluorobenzyl)-1-oxo-1,2-dihydroisoquinolin-6-yl)benzonitrile FC1=C(CN2C(C3=CC=C(C=C3C=C2)C2=C(C#N)C=CC=C2)=O)C=CC=C1